2,5-dioxopyrrolidin-1-yl-2-azidoacetate O=C1N(C(CC1)=O)C(C(=O)[O-])N=[N+]=[N-]